(R)-3-(4-acryloylmorpholin-3-yl)-5-chloro-4-fluoro-[1,1'-biphenyl]-3-carboxamide C(C=C)(=O)N1C(COCC1)[C@]1(CC(=CC(=C1F)Cl)C1=CC=CC=C1)C(=O)N